N1=C(C=CC=C1)[Zn] Pyridin-2-ylzinc